P(=O)(OC1=CC=C(C=C1)OC)(OC1=CC=CC=C1)[O-] 4-methoxyphenyl phenyl phosphate